C(#N)C1=CC(=C(COC2=NC(=NC=C2)N2N=C3C(=C2)CN(C3)CC3=NC2=C(N3CCOC)C=C(C=C2)C(=O)OC)C=C1)F methyl 2-((2-(4-((4-cyano-2-fluorobenzyl)oxy)pyrimidin-2-yl)-2,6-dihydropyrrolo[3,4-c]pyrazol-5(4H)-yl)methyl)-1-(2-methoxyethyl)-1H-benzo[d]imidazole-6-carboxylate